CN1C=NC2=C1C=C(C=C2)C=2C(=NN1C2OCC1)C=1C=C(C=CC1)C 7-(1-Methyl-1H-benzo[d]imidazol-6-yl)-6-(m-tolyl)-2,3-dihydropyrazolo[5,1-b]oxazole